CN(C=1C2=C(N=CN1)SC(=C2)CC(F)(F)F)C2(CCCC2)O {methyl[6-(2,2,2-trifluoroethyl)thieno[2,3-d]pyrimidin-4-yl]amino}cyclopentan-1-ol